N,N-dibutyltryptamine CCCCN(CCCC)CCC1=CNC2=CC=CC=C21